benzoyl-2,3-dihydro-1H-pyrrolizine C(C1=CC=CC=C1)(=O)C1CCN2C=CC=C12